C1CCC2=C(C=3CCCC3C=C12)NC(=O)N=[S@@](=O)(N)C=1C=NN2C1O[C@H](C2)C(C)C (S,2S)-N'-((1,2,3,5,6,7-hexahydro-s-indacen-4-yl)carbamoyl)-2-isopropyl-2,3-dihydropyrazolo[5,1-b]oxazole-7-sulfonimidamide